2-methyl-N,N-bis(4-methylpentan-2-yl)cyclohexane-1,3-diamine CC1C(CCCC1N)N(C(C)CC(C)C)C(C)CC(C)C